BrC1=CC(=C(OCC=2C=NC=C(C#N)C2)C=C1OCC=1C(=C(C=CC1)C1=C(C(=CC=C1)OCC#C)C)C)C=O 5-((4-Bromo-5-((2,2'-dimethyl-3'-(prop-2-yn-1-yloxy)-[1,1'-biphenyl]-3-yl)-meth-oxy)-2-formylphenoxy)methyl)nicotinonitrile